1-(1-(4-(2-(2,6-Dichlorophenyl)-3-methylimidazo[2,1-f][1,6]naphthyridin-9-yl)-1H-pyrazol-1-yl)-3-azabicyclo[4.1.0]heptan-3-yl)ethan-1-one ClC1=C(C(=CC=C1)Cl)C=1N=C2C=3C=C(C=NC3C=CN2C1C)C=1C=NN(C1)C12CN(CCC2C1)C(C)=O